FC(S(=O)(=O)OC1=CC=2CC[C@@H]([C@@H](C2C=C1)C1=CC=C(C=C1)N1CCC(CC1)C(OC)OC)C1=CC=CC=C1)(F)F (5R,6S)-5-(4-(4-(dimethoxymethyl)piperidin-1-yl)phenyl)-6-phenyl-5,6,7,8-tetrahydronaphthalen-2-yl trifluoromethanesulfonate